OC=1C=C(C=CC1O)C1OC2=C(C(C1CC(=O)[O-])=O)C(=C(C(=C2)O)OC)O 2-(3,4-dihydroxyphenyl)-5,7-dihydroxy-6-methoxy-4-oxo-3,4-dihydro-2H-1-benzopyran-3-ylacetate